Cl.FC1=CC=CC2=C1C(CO2)N 4-fluoro-2,3-dihydro-1-benzofuran-3-amine hydrochloride